N-(4-([1,2,4]triazolo[4,3-c]pyrimidin-7-yloxy)-3-methylphenyl)-7-methoxy-6-(piperidin-4-yloxy)quinazolin-4-amine N=1N=CN2C=NC(=CC21)OC2=C(C=C(C=C2)NC2=NC=NC1=CC(=C(C=C21)OC2CCNCC2)OC)C